1-diisopropylamino-1,1-dimethyl-disiloxane C(C)(C)N([Si](O[SiH3])(C)C)C(C)C